(9H-fluoren-9-yl)methyl (3-(3-(((5-((2-(2-azidoethoxy)ethoxy)methyl) pyrimidin-2-yl) thio) methyl)-1,1,3,3-tetramethyldisiloxanyl)propyl)carbamate N(=[N+]=[N-])CCOCCOCC=1C=NC(=NC1)SC[Si](O[Si](C)(C)CCCNC(OCC1C2=CC=CC=C2C=2C=CC=CC12)=O)(C)C